1-(2,3,6-trifluorophenyl)propane FC1=C(C(=CC=C1F)F)CCC